Methyl 1-((Benzyloxy)Methyl)-4-((Tert-Butyldimethylsilyl)Oxy)Cyclohexane-1-Carboxylate C(C1=CC=CC=C1)OCC1(CCC(CC1)O[Si](C)(C)C(C)(C)C)C(=O)OC